5-(3-((4-methoxybenzyl)oxy)quinolin-6-yl)-N2-methyl-7-p-tolyl-7H-pyrrolo[2,3-d]pyridine-2,4-diamine COC1=CC=C(COC=2C=NC3=CC=C(C=C3C2)N2CC(C=3C(=C2N)C=C(N3)NC)C3=CC=C(C=C3)C)C=C1